C(C)(C)(C)OC(=O)N1CC2=CC(=CC=C2CC1)C(=O)O 2-(tert-butoxy-carbonyl)-1,2,3,4-tetrahydro-isoquinoline-7-carboxylic acid